OC1=CC=C(C(=O)NC[C@H]2NC([C@H](SCC2)C2=CC=C(C=C2)OC2=CC=CC=C2)=O)C=C1 4-hydroxy-N-[[(2R,5S)-3-oxo-2-(4-phenoxyphenyl)-1,4-thiazepan-5-yl]methyl]benzamide